NC=1C2=C(N(C(N1)=O)C1=C(C=CC=C1)C(F)(F)F)N=C(C=C2)C2CC2 4-amino-7-cyclopropyl-1-(2-(trifluoromethyl)phenyl)pyrido[2,3-d]pyrimidin-2(1H)-one